ClC=1C=C(NC2(CCC3([C@H](CC4=CC=CC=C34)C[C@H](COC3=CC(=NC=C3)NC)C)CC2)C(=O)O)C=CC1 (1r,2'S,4S)-4-(3-chloroanilino)-2'-[(2R)-2-methyl-3-{[2-(methylamino)pyridin-4-yl]oxy}propyl]-2',3'-dihydrospiro[cyclohexane-1,1'-indene]-4-carboxylic acid